CC1CCC(CO1)OC([C@@H](C)O)=O.BrC=1C(=CC(=C(N)C1)N1C[C@@H](N([C@@H](C1)C)C)C)F 5-bromo-4-fluoro-2-((3S,5R)-3,4,5-trimethylpiperazin-1-yl)aniline 6-methyltetrahydro-2H-pyran-3-yl-(R)-2-hydroxypropanoate